C(C)C1CCC(CC1)NC(=O)CC(CC(=O)NC1CCC(CC1)CC)C(=O)NC1CCC(CC1)CC 1,2,3-propanetricarboxylic acid tris(4-ethylcyclohexylamide)